C(=O)C1=C(NC2=CC=CC=C12)C#N 3-FORMYL-1H-INDOLE-2-CARBONITRILE